O1C(COC2=C1C=CC=C2)C2=CC=C(CC1CNC(C13CCNCC3)=O)C=C2 4-[4-(2,3-dihydro-1,4-benzodioxin-2-yl)benzyl]-2,8-diazaspiro[4.5]decan-1-one